ethyl 2-(4-(6-(2-methoxyethoxy) pyridin-3-yl) phenyl)-2-methylpropionate COCCOC1=CC=C(C=N1)C1=CC=C(C=C1)C(C(=O)OCC)(C)C